tri(3-chlorophenyl)phosphorus ClC=1C=C(C=CC1)P(C1=CC(=CC=C1)Cl)C1=CC(=CC=C1)Cl